(S)-7-(1-(3-(methylamino)propanoyl)piperidin-4-yl)-2-(4-phenoxyphenyl)-4,5,6,7-tetrahydropyrazolo[1,5-a]pyrimidine-3-carboxamide CNCCC(=O)N1CCC(CC1)[C@@H]1CCNC=2N1N=C(C2C(=O)N)C2=CC=C(C=C2)OC2=CC=CC=C2